tert-butyl (1-(2-(2,6-dioxopiperidin-3-yl)-1,3-dioxoisoindolin-4-yl)piperidin-4-yl)(methyl)carbamate O=C1NC(CCC1N1C(C2=CC=CC(=C2C1=O)N1CCC(CC1)N(C(OC(C)(C)C)=O)C)=O)=O